C(C=C)(=O)OCCCCCC normal hexyl acrylate